FC(OC=1C=C(C=CC1)[C@H](CC=C)N[S@](=O)C(C)(C)C)F (R)-N-((S)-1-(3-(difluoromethoxy)phenyl)but-3-en-1-yl)-2-methylpropane-2-sulfinamide